NC1=C(C=CC=C1)C#CNC1=C(C=CC=C1)O 2-(2-aminophenylethynyl)aminophenol